3,6-dichloro-N-methyl-N-[(5-methyl-4H-1,2,4-triazol-3-yl)methyl]pyridazine-4-carboxamide ClC=1N=NC(=CC1C(=O)N(CC1=NN=C(N1)C)C)Cl